3-(2'-Hydroxy-3'-(3-(piperazin-1-yl)isoxazol-5-yl)-[1,1'-biphenyl]-4-yl)oxazolidin-2-one 2,2,2-trifluoroacetate FC(C(=O)O)(F)F.OC1=C(C=CC=C1C1=CC(=NO1)N1CCNCC1)C1=CC=C(C=C1)N1C(OCC1)=O